4-chloro-N-(4-methyl-3-((3-(9-(tetrahydro-2H-pyran-2-yl)-9H-purin-6-yl)pyridin-2-yl)amino)phenyl)benzamide ClC1=CC=C(C(=O)NC2=CC(=C(C=C2)C)NC2=NC=CC=C2C2=C3N=CN(C3=NC=N2)C2OCCCC2)C=C1